8-(1-(2,2-difluoroethyl)-1H-pyrazolo[3,4-b]pyrazin-6-yl)-2-(6-methyl-2-(trifluoromethoxy)pyridin-3-yl)-2,8-diazaspiro[4.5]decan-3-one FC(CN1N=CC=2C1=NC(=CN2)N2CCC1(CC(N(C1)C=1C(=NC(=CC1)C)OC(F)(F)F)=O)CC2)F